O=C1NC(CCC1N1C(C2=CC=CC(=C2C1=O)NC(CCCCCCCNC(CCCC(=O)O)=O)=O)=O)=O 5-((8-((2-(2,6-dioxopiperidin-3-yl)-1,3-dioxoisoindolin-4-yl)amino)-8-oxooctyl)amino)-5-oxopentanoic acid